4-(3-chloro-2-fluoro-6-methoxyphenyl)-N-(5-(2-(4-ethylpiperazin-1-yl)-1,1-difluoro-2-oxoethyl)-1,3,4-thiadiazol-2-yl)-6-methylnicotinamide ClC=1C(=C(C(=CC1)OC)C1=CC(=NC=C1C(=O)NC=1SC(=NN1)C(C(=O)N1CCN(CC1)CC)(F)F)C)F